C[C@@H]1N(CC=2N(C1)N=CC2N2S(CCC2)=O)C(=O)NC2=CC(=C(C(=C2)F)F)F (6S)-6-methyl-3-(1-oxo-1,2-thiazolidin-2-yl)-N-(3,4,5-trifluorophenyl)-6,7-dihydro-4H-pyrazolo[1,5-a]pyrazine-5-carboxamide